Methyl-4-cyclopropyl-5-formyl-methyl-pyridine CC=1C(=NC=C(C1C1CC1)C=O)C